BrC1=C(C=C(C=C1)CC#N)OC (4-bromo-3-methoxyphenyl)acetonitrile